7-hydroxy-[1,2,4]triazolo[4,3-b]pyridazine OC1=CC=2N(N=C1)C=NN2